FC(O[C@H](CO)C1=NC(=CC(=N1)N1CCOCC1)N1N=C(C=C1)C=1C=C(C=CC1)C)F (S)-2-(difluoromethoxy)-2-(4-morpholino-6-(3-(m-tolyl)-1H-pyrazol-1-yl)pyrimidin-2-yl)ethan-1-ol